2-methyl-2,3,4,5-tetrahydro-1H-benzofuro[2,3-d]azepine CC1CC2=C(CCN1)OC1=C2C=CC=C1